1,1'-(6,6''-difluoro-3',6'-dimethoxy-[1,1':2',1''-terphenyl]-3,3''-diyl)bis(4-(2,6-diisopropylphenyl)-1H-pyrazole) FC1=CC=C(C=C1C=1C(=C(C=CC1OC)OC)C1=CC(=CC=C1F)N1N=CC(=C1)C1=C(C=CC=C1C(C)C)C(C)C)N1N=CC(=C1)C1=C(C=CC=C1C(C)C)C(C)C